C1(CCCC1)C#CC#CC1=CC=C(C(=O)N[C@H](C(=O)NO)[C@](C(F)F)(C)O)C=C1 4-(cyclopentylbuta-1,3-diyn-1-yl)-N-((2S,3S)-4,4-difluoro-3-hydroxy-1-(hydroxyamino)-3-methyl-1-oxobutan-2-yl)benzamide